N-[2-(difluoromethoxy)phenyl]-4-[5-(trifluoromethyl)-1,2,4-oxadiazol-3-yl]benzamide FC(OC1=C(C=CC=C1)NC(C1=CC=C(C=C1)C1=NOC(=N1)C(F)(F)F)=O)F